(13S)-4-(3-methoxyazetidin-1-yl)-13-methyl-19-(oxan-2-yl)-7,11,14-trioxa-5,19,20,23-tetraazatetracyclo[13.5.2.12,6.018,21]tricosa-1(20),2(23),3,5,15(22),16,18(21)-heptaene COC1CN(C1)C1=CC=2C3=NN(C=4C=CC(O[C@H](COCCCOC(=N1)N2)C)=CC34)C3OCCCC3